CN(CCOC=1C(=NC(=NC1)C=1C2=C(N(N1)CC1=C(C=C(C=C1F)OCC)F)CCC2)NC2=CC=NC=C2)C 5-[2-(dimethylamino)ethoxy]-2-[1-[(4-ethoxy-2,6-difluorophenyl)methyl]-5,6-dihydro-4H-cyclopenta[c]pyrazol-3-yl]-N-pyridin-4-ylpyrimidin-4-amine